3'-chloro-2,5'-dinitro-1,1'-biphenyl ClC=1C=C(C=C(C1)[N+](=O)[O-])C1=C(C=CC=C1)[N+](=O)[O-]